2-(2-aminophenyl)-N-methyl-1-(2-oxo-3,4-dihydro-1H-quinolin-6-yl)benzimidazole-5-carboxamide NC1=C(C=CC=C1)C1=NC2=C(N1C=1C=C3CCC(NC3=CC1)=O)C=CC(=C2)C(=O)NC